COC(=O)C1=CC=C(C=C1)C(=O)OC Benzene-1,4-dicarboxylic acid dimethyl ester